N-((1R,5S,6s)-3-(4-bromophenyl)-3-azabicyclo[3.1.0]hexan-6-yl)-6-methoxynicotinamide BrC1=CC=C(C=C1)N1C[C@@H]2C([C@@H]2C1)NC(C1=CN=C(C=C1)OC)=O